tert-butyl ((5-amino-2-((1-ethyl-1H-pyrazol-3-yl)oxy)pyridin-3-yl)methyl)carbamate NC=1C=C(C(=NC1)OC1=NN(C=C1)CC)CNC(OC(C)(C)C)=O